6-[2-[[4-[5-(Difluoromethyl)-1,3,4-oxadiazol-2-yl]-3-fluorophenyl]methyl]tetrazol-5-yl]isoquinolin-3-amine FC(C1=NN=C(O1)C1=C(C=C(C=C1)CN1N=C(N=N1)C=1C=C2C=C(N=CC2=CC1)N)F)F